COC1=CC=C2C(=NC(=NC2=C1)C)SCC(=O)C1=CC=CS1 5-(2-((7-methoxy-2-methylquinazolin-4-yl)thio)acetyl)thiophen